(R)-4-(6-chloro-4-(3,5-dimethylisoxazol-4-yl)pyridin-2-yl)-3-methylmorpholine ClC1=CC(=CC(=N1)N1[C@@H](COCC1)C)C=1C(=NOC1C)C